2-Amino-4,6-dichloropyrimidine-5-carbaldehyde NC1=NC(=C(C(=N1)Cl)C=O)Cl